O[C@]1(COC2=CC(=C(C=C2C1)NC(=O)C=1C=NN2C1N=CC=C2)N2CCC(CC2)[C@](C(F)(F)F)(C)O)C N-((R)-3-hydroxy-3-methyl-7-(4-((S)-1,1,1-trifluoro-2-hydroxypropan-2-yl)piperidin-1-yl)chroman-6-yl)pyrazolo[1,5-a]pyrimidine-3-carboxamide